5-(((trans-3-(4-(1-(trans-3-aminocyclobutyl)-1H-pyrazolo[4,3-c]pyridin-6-yl)-3-cyclopropyl-1H-pyrazol-1-yl)cyclobutyl)methyl)amino)-2-(2,6-dioxopiperidin-3-yl)isoindoline-1,3-dione N[C@@H]1C[C@H](C1)N1N=CC=2C=NC(=CC21)C=2C(=NN(C2)[C@@H]2C[C@H](C2)CNC=2C=C1C(N(C(C1=CC2)=O)C2C(NC(CC2)=O)=O)=O)C2CC2